9-hydroxy-8-(5H-imidazo[5,1-a]isoindol-5-yl)-6,7,8,9-tetrahydro-4H-quinolizin-4-one OC1C(CCN2C(C=CC=C12)=O)C1N2C(C3=CC=CC=C13)=CN=C2